D-galacturonic acid sodium salt [Na+].O=C[C@H](O)[C@@H](O)[C@@H](O)[C@H](O)C(=O)[O-]